ethyl 2-[[4-amino-8-(cis-4-aminocyclohexoxy)spiro[6H-benzo[h]quinazoline-5,1'-cyclopentane]-7-yl]amino]acetate NC1=NC=NC=2C3=C(CC4(CCCC4)C12)C(=C(C=C3)O[C@@H]3CC[C@@H](CC3)N)NCC(=O)OCC